Cyclohexyl ((((S)-1-(2-ethylbutoxy)-1-oxopropan-2-yl)amino)(4-nitrophenoxy)phosphoryl)-L-alaninate C(C)C(COC([C@H](C)NP(=O)(OC1=CC=C(C=C1)[N+](=O)[O-])N[C@@H](C)C(=O)OC1CCCCC1)=O)CC